Dimethyl 2-(phenylamino)fumarate C1(=CC=CC=C1)N/C(/C(=O)OC)=C\C(=O)OC